C12CN(CC(CC1)N2)CC2=C1CN(CC1=CC=C2)C2C(NC(CC2)=O)=O 4-((3,8-diazabicyclo[3.2.1]octan-3-yl)methyl)-2-(2,6-dioxopiperidin-3-yl)isoindoline